C(C)(C)NC(=O)O[C@H]1C[C@H](CC1)C1=CC(=NN1)NC(OCC1=CC=CC=C1)=O benzyl N-{5-[(1S,3R)-3-[(isopropylcarbamoyl)oxy]cyclopentyl]-1H-pyrazol-3-yl}carbamate